N-[5-(2-chloro-6-fluorophenyl)-1H-indazol-3-yl]-1-methylpiperidine-4-carboxamide hydrochloride Cl.ClC1=C(C(=CC=C1)F)C=1C=C2C(=NNC2=CC1)NC(=O)C1CCN(CC1)C